(3E)-3-[3-(dimethylamino)propylidene]-1-{4-[(3-methyl-4-{[1,2,4]triazolo[1,5-a]pyridin-7-yloxy}phenyl)amino]quinazolin-6-yl}pyrrolidin-2-one CN(CC\C=C/1\C(N(CC1)C=1C=C2C(=NC=NC2=CC1)NC1=CC(=C(C=C1)OC1=CC=2N(C=C1)N=CN2)C)=O)C